FC1=C(C=C(C(=C1)OC=1C=C2C(=NC1)N(C=N2)C)C)NC=2C1=C(N=CN2)C=CC(=N1)C1C[C@H]2CC[C@@H](C1)N2C(C=C)=O 1-((1R,3r,5S)-3-(4-((2-fluoro-5-methyl-4-((3-methyl-3H-imidazo[4,5-b]pyridin-6-yl)oxy)phenyl)amino)pyrido[3,2-d]pyrimidin-6-yl)-8-azabicyclo[3.2.1]octan-8-yl)prop-2-en-1-one